6-(2-((1H-indazol-6-yl)amino)pyrimidin-4-yl)-N-(pyridazin-4-yl)-1H-indole-2-carboxamide N1N=CC2=CC=C(C=C12)NC1=NC=CC(=N1)C1=CC=C2C=C(NC2=C1)C(=O)NC1=CN=NC=C1